C(N)(OC1CC(NCC1)C1=CC=CC=C1)=O 2-phenylpiperidin-4-yl carbamate